BrC=1C=CC(=NC1)N=NC1=C(C=C(C=C1)N(CC)CC)O 2-(5-Bromo-2-Pyridylazo)-5-(diethylamino)phenol